(nitrosooxy)-propan N(=O)OCCC